COC=1C=C2C(C=C(OC2=CC1OC)C(=O)O)=O 6,7-dimethoxy-4-oxo-4H-chromene-2-carboxylic acid